ClC=1C(=CC(=C(C1)NC(=O)N1C2CC=3C(=NNC(C3)=O)C1CC2)F)C(NC2=CC=CC=C2)=O N-(5-Chloro-2-fluoro-4-(phenylcarbamoyl)phenyl)-3-oxo-3,5,6,7,8,9-hexahydro-2H-6,9-epiminocyclohepta[c]pyridazine-10-carboxamide